5-Phenyl-1H-pyrazole-3-carboxylic acid {2-[4-(2-formyl-phenoxy)-piperidin-1-yl]-2-oxo-ethyl}-amide C(=O)C1=C(OC2CCN(CC2)C(CNC(=O)C2=NNC(=C2)C2=CC=CC=C2)=O)C=CC=C1